COC(=O)C=1OC(=CC1Br)C(C(F)(F)F)(F)F 3-bromo-5-pentafluoroethyl-furan-2-carboxylic acid methyl ester